CC1CCC(NC1)C1=CN=CO1 5-(5-methyl-2-piperidyl)oxazole